NC1=NC=2C=CC=CC2C2=C1NC(N2CC2=CC(=CC=C2)CN2CCCC2)=O 4-amino-1-(3-(pyrrolidin-1-ylmethyl)benzyl)-1,3-dihydro-2H-imidazo[4,5-c]quinolin-2-one